OC1C[C@H](NC1)C(=O)OCCCCCCCCC(=O)OC(CCCCCCCC)CCCCCCCC [9-(1-octylnonoxy)-9-oxo-nonyl] (2S)-4-hydroxypyrrolidine-2-carboxylate